1-(trans-4-((4-(4-chloro-1H-pyrazol-3-yl)-5-(trifluoro-methyl)pyrimidin-2-yl)amino)-cyclohexyl)-1-(5-(2-ethoxy-pyrimidin-5-yl)pyrazin-2-yl)-3-(2,2,2-trifluoroethyl)urea ClC=1C(=NNC1)C1=NC(=NC=C1C(F)(F)F)N[C@@H]1CC[C@H](CC1)N(C(=O)NCC(F)(F)F)C1=NC=C(N=C1)C=1C=NC(=NC1)OCC